3-chloro-4-[(2S)-2-(dimethylamino)-3-{3-[2-(dimethylamino)pyrimidin-5-yl]-3-[1-(trifluoromethyl)cyclopropyl]propanamido}propyl]benzamide ClC=1C=C(C(=O)N)C=CC1C[C@@H](CNC(CC(C1(CC1)C(F)(F)F)C=1C=NC(=NC1)N(C)C)=O)N(C)C